2-(4-fluorophenyl)-1-(phenylsulfonyl)aziridine methyl-5-bromo-2-oxo-1H-pyridine-3-carboxylate COC(=O)C=1C(NC=C(C1)Br)=O.FC1=CC=C(C=C1)C1N(C1)S(=O)(=O)C1=CC=CC=C1